methyl 2-(4-fluoro-3-nitrophenoxy)-2-methylpropionate FC1=C(C=C(OC(C(=O)OC)(C)C)C=C1)[N+](=O)[O-]